D-glutamic acid-hemicalcium salt [Ca+2].N[C@H](CCC(=O)[O-])C(=O)[O-].N[C@H](CCC(=O)[O-])C(=O)[O-]